2-acetamido-N-(4-cyclopropyl-5-nitrothiazol-2-yl)benzamide C(C)(=O)NC1=C(C(=O)NC=2SC(=C(N2)C2CC2)[N+](=O)[O-])C=CC=C1